CC=1C=C(C=C(C1OCC1CO1)C)C1=CC(=C(C(=C1)C)OCC1CO1)C 3,3',5,5'-tetramethyl-4,4'-diglycidyloxybiphenyl